tert-butyl 2-(5-bromopyridin-2-yl)-2,7-diazaspiro[3.5]nonane-7-carboxylate BrC=1C=CC(=NC1)N1CC2(C1)CCN(CC2)C(=O)OC(C)(C)C